C(C)(C)(C)C1=NC(=C2N1C=CN=C2N)C=2C=C1C=CN(C1=CC2)C 3-tert-butyl-1-(1-methyl-1H-indol-5-yl)imidazo[1,5-a]pyrazin-8-amine